CN1C(N(C2=C1C=CC(=C2)C2=C(C=CC=1N=C(NC12)C1=CC(=NC2=CC=CC=C12)C=1N(C=NC1)C)C(=O)NC)C)=O (1,3-dimethyl-2-oxo-benzoimidazol-5-yl)-N-methyl-2-[2-(3-methylimidazol-4-yl)-4-quinolinyl]benzoimidazole-5-carboxamide